BrC1=CC=C2N=CC(NC2=C1)=O 7-bromo-2(1H)-quinoxalinone